(S)-N-(cis-3-(aminomethyl)cyclobutyl)-1-(4-fluorophenyl)-3,4-dihydroisoquinoline NC[C@H]1C[C@H](C1)N1[C@H](C2=CC=CC=C2CC1)C1=CC=C(C=C1)F